[N+](=O)([O-])[O-].[Ag+] Silver nitrate salt